C(C1=CC=CC=C1)N(C(=O)NC1=CC(=CC=C1)C(F)(F)F)C1CCN(CC1)S(=O)(=O)CCCC 1-BENZYL-1-(1-(BUTYLSULFONYL)PIPERIDIN-4-YL)-3-(3-(TRIFLUOROMETHYL)PHENYL)UREA